ClC=1N=C(C2=C(N1)N(C=C2I)COCC[Si](C)(C)C)Cl 2,4-dichloro-5-iodo-7-[(2-(trimethylsilyl)ethoxy)methyl]-7H-pyrrolo[2,3-d]pyrimidine